1-methoxy-6,6-dimethyl-3-pentyl-6H-benzo[c]chromene-10-carbonitrile COC1=C2C3=C(C(OC2=CC(=C1)CCCCC)(C)C)C=CC=C3C#N